CC1CC(C=C2CCC(CC12C)C(=C)C)=O 4,4A,5,6,7,8-hexahydro-4,4A-dimethyl-6-(1-methylvinyl)-2-naphthalenone